CN(C)CC1(CC1)COC1=NC2=C(C(=CC=C2C(=N1)N1CC2CCC(C1)N2C(=O)OC(C)(C)C)C2=CC(=CC1=CC=CC=C21)O)F tert-butyl 3-[2-[[1-[(dimethylamino) methyl] cyclopropyl] methoxy]-8-fluoro-7-(3-hydroxy-1-naphthyl) quinazolin-4-yl]-3,8-diazabicyclo[3.2.1]octane-8-carboxylate